7-bromo-3-(isoquinolin-4-yl)pyrido[3,2-d]pyrimidine-2,4(1H,3H)-dione BrC1=CC=2NC(N(C(C2N=C1)=O)C1=CN=CC2=CC=CC=C12)=O